C1N(CC12CCC2)C2=C(N)C=CC=C2C 2-(2-azaspiro[3.3]heptan-2-yl)-3-methyl-aniline